F[C@@H]1CN(C[C@H]1O)C(=O)C=1N=C(OC1)CC1=NOC(=C1)C1=CC=C(C=C1)F ((3R,4R)-3-fluoro-4-hydroxypyrrolidin-1-yl)(2-((5-(4-fluorophenyl)isoxazol-3-yl)methyl)oxazol-4-yl)methanone